5-[3-chloro-4-(2,4-difluorobenzyloxy)-6-methyl-2-oxo-2H-pyridin-1-ylmethyl]-1,3-dihydro-indol-2-one ClC=1C(N(C(=CC1OCC1=C(C=C(C=C1)F)F)C)CC=1C=C2CC(NC2=CC1)=O)=O